BrC=1C(=NC(=NC1)C(F)(F)F)NC1=C(C(=CC=C1C)OC)C 5-bromo-N-(3-methoxy-2,6-dimethylphenyl)-2-(trifluoromethyl)pyrimidin-4-amine